C(C(C)(C)C)(=O)OCOC[C@H]1O[C@H]([C@]([C@@H]1OC(CC1CCCCC1)=O)(C)F)N1C2=NC(=NC(=C2N=C1)NC)N (((2R,3R,4R,5R)-5-(2-amino-6-(methylamino)-9H-purin-9-yl)-3-(2-cyclohexylacetoxy)-4-fluoro-4-methyltetrahydrofuran-2-yl)methoxy)methyl pivalate